CN(CCN(C)C)C tetramethyl-ethylene-diamine